C(CC(C)C)CC(=O)O.C(CCCCCCCCCCCCC)(=O)OCC Ethyl tetradecanoate Isoamyl-acetate